1-(BUTAN-2-YL)-3-TERT-BUTYL-5-CHLORO-1H-PYRAZOLE-4-CARBALDEHYDE CC(CC)N1N=C(C(=C1Cl)C=O)C(C)(C)C